CC1=C(OC2=CC=C(C=C2)C)C=CC(=C1)N (4-(2-methyl-4-aminophenoxy)phenyl)methane